7-(1,3-thiazol-2-yl)-3,7-dihydro-4H-pyrrolo[2,3-d]pyrimidin-4-one S1C(=NC=C1)N1C=CC2=C1N=CNC2=O